O1CCC(C2=CC=CC=C12)C=1SC=C(N1)CO (2-(chroman-4-yl)thiazol-4-yl)methanol